methoxy-4-(2-(3-(trifluoromethoxy)phenethyl)phenoxy)-N,N-bis(trifluoromethyl)butan-1-amine COC(CCCOC1=C(C=CC=C1)CCC1=CC(=CC=C1)OC(F)(F)F)N(C(F)(F)F)C(F)(F)F